(6aR)-8-acryloyl-4-chloro-3-(2-fluoro-6-hydroxyphenyl)-1-((2S,3R)-3-methoxy-2-methylpyrrolidin-1-yl)-6,6a,7,8,9,10-hexahydro-12H-pyrazino[2,1-c]pyrido[3,4-f][1,4]oxazepin-12-one C(C=C)(=O)N1C[C@@H]2COC3=C(C(N2CC1)=O)C(=NC(=C3Cl)C3=C(C=CC=C3O)F)N3[C@H]([C@@H](CC3)OC)C